5-[6-(4,4-difluoropiperidin-1-yl)-5-fluoropyridin-3-yl]-1,3,4-oxadiazole-2-carboxylic acid Ethyl-5-[6-(4,4-difluoropiperidin-1-yl)-5-fluoropyridin-3-yl]-1,3,4-oxadiazole-2-carboxylate C(C)OC(=O)C=1OC(=NN1)C=1C=NC(=C(C1)F)N1CCC(CC1)(F)F.FC1(CCN(CC1)C1=C(C=C(C=N1)C1=NN=C(O1)C(=O)O)F)F